(+/-)-3-oxo-8-azabicyclo[3.2.1]octane-2,8-dicarboxylic acid 8-tert-butyl 2-methyl ester COC(=O)C1C2CCC(CC1=O)N2C(=O)OC(C)(C)C